C=1N=CN2C1C1=CC=CC=C1[C@H]2[C@H]2[C@@H](C1(C2)CCN(CC1)S(=O)(=O)C)O (1S,2S)-2-[(5R)-5H-Imidazo[4,3-a]isoindol-5-yl]-7-methansulfonyl-7-azaspiro[3.5]nonan-1-ol